N1N=CC=2C1=NC=NC2N[C@H](C(=O)O)CCN(CCCCC2=NC=1NCCCC1C=C2)CC(F)F (S)-2-((1H-pyrazolo[3,4-d]pyrimidin-4-yl)amino)-4-((2,2-difluoroethyl)(4-(5,6,7,8-tetrahydro-1,8-naphthyridin-2-yl)butyl)amino)butanoic acid